N1=C(C=CC=C1)\C=C(\C(=O)OC)/CC(=O)OC dimethyl (2E)-2-(2-pyridylmethylene)butanedioate